rac-methyl (1R,2S,3S)-4'-bromo-3'-cyano-3-((2-fluoro-4-(trifluoromethyl)phenyl)carbamoyl)-1,2,3,4-tetrahydro-[1,1'-biphenyl]-2-carboxylate BrC1=C(C=C(C=C1)[C@H]1[C@@H]([C@H](CC=C1)C(NC1=C(C=C(C=C1)C(F)(F)F)F)=O)C(=O)OC)C#N |r|